4,4-dimethyl-5H-oxazol-2-amine CC1(N=C(OC1)N)C